CNCCC1=CC=CC=C1 methyl-phenylethylamine